(R)-3-(6-(tert-butylsulfonyl)-7-methoxyimidazo[1,2-a]pyridin-3-yl)-N-(1-(3-fluoropyridin-2-yl)ethyl)-1-(1-methylazetidin-3-yl)-1H-pyrazole-5-carboxamide C(C)(C)(C)S(=O)(=O)C=1C(=CC=2N(C1)C(=CN2)C2=NN(C(=C2)C(=O)N[C@H](C)C2=NC=CC=C2F)C2CN(C2)C)OC